5-methyl-1,3,4-thiadiazol-2-yl-5,6-dihydro-10H-pyrido[1,2-h][1,7]naphthyridin-10-one CC1=NN=C(S1)C1=NC=2C=3N(CCC2C=C1)C=CC(C3)=O